Cl.C1(CCCCC1)C1=CC=C(C=C1)NC=1C2=C(N=C(N1)C=1CCOCC1)CNC2 N-(4-cyclohexylphenyl)-2-(3,6-dihydro-2H-pyran-4-yl)-6,7-dihydro-5H-pyrrolo[3,4-d]pyrimidin-4-amine hydrochloride